C(C)(C)(C)OC(=O)N1C[C@H](CC1)CC(=O)O (R)-2-(1-(tert-Butoxycarbonyl)pyrrolidin-3-yl)acetic acid